O[C@@H]1[C@H](COCC1)NS(=O)(=O)C1=CC=C(C=C1)C N-[(3S,4S)-4-hydroxyoxan-3-yl]-4-methylbenzenesulfonamide